COC1=CC(=C(C(=N1)C)NC(\C=C\C1=CC=C2C(=NN(C2=C1)C1OCCCC1)C)=O)C (2E)-N-(6-methoxy-2,4-dimethylpyridin-3-yl)-3-[3-methyl-1-(oxan-2-yl)indazol-6-yl]prop-2-enamide